methyl-8-fluoro-5,6-dihydro-5-methyl-6-oxo-4H-imidazo[1,5-a][1,4]benzodiazepine CC1=NC=C2N1C1=C(C(N(C2)C)=O)C=C(C=C1)F